C(CCC)OC(=O)CCCC(=O)NC=1C=C2C(=CNC2=CC1)C=1CCN(CC1)CCCCCC 5-(4-butoxycarbonylbutanoyl)amino-3-(1-hexyl-1,2,3,6-tetrahydropyridin-4-yl)-1H-indole